Diaminobipyridyl NC1=C(C(=NC=C1)C1=NC=CC=C1)N